ClC1=NC(=NN2C1=C(C(=C2)C2=C(C(=CC=C2)OC)C)C2CCS(CC2)(=O)=O)C=2N(C=CN2)C 4-(4-chloro-6-(3-methoxy-2-methylphenyl)-2-(1-methyl-1H-imidazol-2-yl)pyrrolo[2,1-f][1,2,4]triazin-5-yl)tetrahydro-2H-thiopyran 1,1-dioxide